ClC1=CC(=C(C=C1)[C@@]1(OC2=C(O1)C=CC=C2C=2CCN(C(C2)=O)CC2=NC1=C(N2C[C@H]2OCC2)C=C(C=C1)C(=O)O)C)F 2-((4-((S)-2-(4-chloro-2-fluorophenyl)-2-methylbenzo[d][1,3]dioxol-4-yl)-6-oxo-3,6-dihydropyridin-1(2H)-yl)methyl)-1-((S)-oxetan-2-ylmethyl)-1H-benzo[d]imidazole-6-carboxylic acid